5-[3-[3,5-dimethyl-1-(2,2,2-trifluoroethyl)pyrazol-4-yl]pyrazolo[1,5-a]pyridin-5-yl]furan-3-carboxylic acid CC1=NN(C(=C1C=1C=NN2C1C=C(C=C2)C2=CC(=CO2)C(=O)O)C)CC(F)(F)F